(6-bromo-4-(isopropylamino)quinolin-3-yl)methanol BrC=1C=C2C(=C(C=NC2=CC1)CO)NC(C)C